bismuth-cobalt-iron [Fe].[Co].[Bi]